2-({(5R)-8-chloro-1-[trans-4-(pyridin-2-yloxy)cyclohexyl]-5,6-dihydro-4H-[1,2,4]triazolo[4,3-a][1]benzazepin-5-yl}amino)ethanol ClC=1C=CC2=C(C[C@H](CC=3N2C(=NN3)[C@@H]3CC[C@H](CC3)OC3=NC=CC=C3)NCCO)C1